3-(1-(2-(5-chloro-(1,2,4)triazolo(4,3-a)pyridin-3-yl)ethyl)pyrrolidin-3-yl)-6-fluoro-1H-indole ClC1=CC=CC=2N1C(=NN2)CCN2CC(CC2)C2=CNC1=CC(=CC=C21)F